C(C=C)(=O)OCCCOC1=CC=C(C(=O)OC2=C(C=C(C=C2)OC(C2=CC=C(C=C2)OCCCOC(C=C)=O)=O)C)C=C1 1,4-bis-[4'-(3-acryloyloxy-propoxy)-benzoyloxy]-2-methyl-benzene